4-oxo-1H,4H,5H,6H,7H-pyrrolo[3,2-c]pyridine-2-carboxylic acid ethyl ester C(C)OC(=O)C1=CC=2C(NCCC2N1)=O